7-methyl-7H-pyrrolo[3,4-b]pyridin-5-one CC1NC(C=2C1=NC=CC2)=O